C(C)(=O)O[C@H](C(=O)Cl)C (S)-2-(acetyloxy)propanoyl chloride